S(=O)(=O)(OC)[O-] methyl sulphat